COC=1C=C(C=CC1OC)S(=O)(=O)OC1=C(C=CC=2CC3N(CCC4=CC5=C(C=C34)OCO5)CC12)OC 9-(3,4-dimethoxy-benzenesulfonyloxy)-10-methoxy-5,8,13,13a-tetrahydro-6H-[1,3]dioxolo[4,5-g]isoquino[3,2-a]isoquinoline